tert-butyl (S)-3-ethyl-4-(2-(2-((1-methyl-1H-pyrazol-4-yl)amino)-7-oxopyrido[2,3-d]pyrimidin-8(7H)-yl)ethyl)piperazine-1-carboxylate C(C)[C@H]1CN(CCN1CCN1C(C=CC2=C1N=C(N=C2)NC=2C=NN(C2)C)=O)C(=O)OC(C)(C)C